BrCCCCOC1=CC=C(C=C1)C1(CC(=CC=C1)Br)C(C=C)=O 1-(4-(4-bromobutoxy)phenyl)-3-bromophenyl-2-propen-1-one